N-(2-(2-(2-amino-2-oxoethoxy)ethyl)-6-(2-aminopyridin-4-yl)-2H-indazol-5-yl)-2-(pyridin-3-yl)thiazole-4-carboxamide NC(COCCN1N=C2C=C(C(=CC2=C1)NC(=O)C=1N=C(SC1)C=1C=NC=CC1)C1=CC(=NC=C1)N)=O